O1C[C@@H](OC2=NC=CC=C21)C2=CC=C(CN1CCC(CC1)CC(=O)N(C)C)C=C2 2-(1-{4-[(3S)-2,3-dihydro[1,4]dioxino[2,3-b]pyridin-3-yl]benzyl}piperidin-4-yl)-N,N-dimethylacetamide